4-{4-[(benzo[d][1,2]thiazepin-3-ylamino)carbonyl]phenyl}benzoic acid C1=NS(C=CC2=C1C=CC=C2)NC(=O)C2=CC=C(C=C2)C2=CC=C(C(=O)O)C=C2